FC1=CC=C2[C@@H](N3C(C2=C1)=CN=C3)[C@H]3[C@@H](COCC3)O (3S,4S)-4-((S)-8-fluoro-5H-imidazo[5,1-a]isoindol-5-yl)-tetrahydro-2H-pyran-3-ol